(2-((2-((1-(3-azaspiro[5.5]undecan-9-yl)-1H-pyrazol-4-yl)amino)-5-chloropyrimidin-4-yl)amino)phenyl)dimethylphosphine C1CNCCC12CCC(CC2)N2N=CC(=C2)NC2=NC=C(C(=N2)NC2=C(C=CC=C2)P(C)C)Cl